tert-butyl (S)-4-(7-(8-chloro-7-fluoronaphthalen-1-yl)-2-cyclopropyl-8-fluoropyrido[4,3-d]pyrimidin-4-yl)-2-(cyanomethyl)piperazine-1-carboxylate ClC=1C(=CC=C2C=CC=C(C12)C1=C(C=2N=C(N=C(C2C=N1)N1C[C@@H](N(CC1)C(=O)OC(C)(C)C)CC#N)C1CC1)F)F